FC1=CC=C(C=C1)C#CC=1C=C(C=CC1C1=CC=C2C(NC(=NC2=C1)C)=O)NC(=O)NCCC=1C=NC=CC1 1-(3-((4-fluorophenyl)ethynyl)-4-(2-methyl-4-oxo-3,4-dihydroquinazolin-7-yl)phenyl)-3-(2-(pyridin-3-yl)ethyl)urea